4-methyl-N-(4-((4-methylpiperazin-1-yl)methyl)-3-(trifluoromethyl)phenyl)-3-((pyridin-3-ylmethyl)amino)benzamide CC1=C(C=C(C(=O)NC2=CC(=C(C=C2)CN2CCN(CC2)C)C(F)(F)F)C=C1)NCC=1C=NC=CC1